OC=1C2=C(N=C(N1)OC1=CC=C(N(C)C3=CC=C(C#N)C=C3)C=C1)C=NC=C2 4-[4-(4-hydroxypyrido[3,4-d]pyrimidin-2-yl)oxy-N-methylanilino]benzonitrile